(S)-6-(1-amino-1,3-dihydrospiro[indene-2,4'-piperidin]-1'-yl)-3-(1-(5-methyloxazol-2-yl)cyclopropyl)-1,5-dihydro-4H-pyrazolo[3,4-d]pyrimidin-4-one N[C@@H]1C2=CC=CC=C2CC12CCN(CC2)C=2NC(C1=C(N2)NN=C1C1(CC1)C=1OC(=CN1)C)=O